3-((2S,5R)-5-(5-amino-7,9-difluoro-[1,2,4]triazolo[1,5-c]quinazolin-2-yl)-2-methylpiperidine-1-carbonyl)-1,2,4-triazin-6(1H)-one NC1=NC=2C(=CC(=CC2C=2N1N=C(N2)[C@@H]2CC[C@@H](N(C2)C(=O)C2=NNC(C=N2)=O)C)F)F